N,N-dimethyl-β-naphthylamine CN(C)C1=CC2=CC=CC=C2C=C1